trifluoromethyl-quinolinone FC(F)(F)C=1C(NC2=CC=CC=C2C1)=O